O=S1(C[C@@H](C=C1)NC(C1=C(N=C(C=C1)C1(CCCCC1)O)OC)=O)=O (R)-N-(1,1-dioxido-2,3-dihydrothiophen-3-yl)-6-(1-hydroxycyclohexyl)-2-methoxynicotinamide